C(=O)([O-])C(O)C(O)C(=O)[O-].[Na+].[K+] potassium natrium tartrate